NC1=C2C=3C(=C4C(=NC3C=C1)C1=CC3=C(C(N1C4)=O)COC([C@]3(O)CC)=O)CCO2 (S)-4-amino-9-ethyl-9-hydroxy-1,9,12,15-tetrahydro-13H-pyrano[4,3,2-de]pyrano[3',4':6,7]indolizino[1,2-b]quinoline-10,13(2H)-dione